[P+3].[Si]([O-])([O-])([O-])[O-].[Mg+2] magnesium silicate phosphorus